N1=CC=C(C=C1)C=1C=NC(=NC1)N 5-(pyridin-4-yl)pyrimidin-2-amine